2-chloroquinolin-3-formaldehyde ClC1=NC2=CC=CC=C2C=C1C=O